FC(C(C(O)(O)F)(F)F)(CCCCC)F Pentafluorooctanediol